N=1C=NN2C1C=CC=C2C2=NN(C(=C2C(F)(F)F)C(=O)OC)C methyl 3-([1,2,4]triazolo[1,5-a]pyrid-5-yl)-1-methyl-4-(trifluoromethyl)-1H-pyrazole-5-carboxylate